C1(CCC1)[C@@H](C(=O)NC1(CC1)C1=CC=C(C(=O)O)C=C1)OCC1=CC(=CC=C1)OC(F)F (S)-4-(1-(2-cyclobutyl-2-((3-(difluoromethoxy)benzyl)oxy)acetamido)cyclopropyl)benzoic acid